C1(CCCCC1)C1CC2=CC(=CC=C2CC1)C 2-cyclohexyl-7-methyltetrahydronaphthalene